C(C)(SC[C@H]1O[C@H]([C@@H]2OC(O[C@@H]21)(C)C)N2C=C(C1=C2N=C(N=C1\N=C/N(C)C)C#N)I)=O S-(((3aS,4S,6R,6aR)-6-(2-Cyano-4-(((Z)-(dimethylamino)methylene)amino)-5-iodo-7H-pyrrolo[2,3-d]pyrimidin-7-yl)-2,2-dimethyltetrahydrofuro[3,4-d][1,3]dioxol-4-yl)methyl) ethanethioate